tert-butyl 4-((2-(((benzyloxy)carbonyl)amino)ethyl)amino)butanoate C(C1=CC=CC=C1)OC(=O)NCCNCCCC(=O)OC(C)(C)C